C(C)[O-].[Ni+2].C(C)[O-] nickel eth-anolate